N-pentyl-N-hexylurea C(CCCC)N(C(=O)N)CCCCCC